C1(=CC=C2C=CC3=CC=CC4=CC=C1C2=C34)CC(=O)O pyreneacetic acid